[N-]=C=O.[N-]=C=O.ClC=1C=CC=CC1C1=C(C=CC=C1)Cl 3,3'-dichloro-4,4'-biphenyl diisocyanate